(R)-3-(4,4-difluoroazepan-1-yl)-N-(3-(S-methylsulfonimidoyl)phenyl)-6-(trifluoromethyl)pyridazine-4-carboxamide FC1(CCN(CCC1)C=1N=NC(=CC1C(=O)NC1=CC(=CC=C1)[S@@](=O)(=N)C)C(F)(F)F)F